3-[(4S)-7,8-dichloro-1,4-dimethyl-4H-[1,2,4]triazolo[4,3-a][1,4]benzodiazepin-6-yl]-2,4-difluoro-phenol ClC1=C(C=CC2=C1C(=N[C@H](C=1N2C(=NN1)C)C)C=1C(=C(C=CC1F)O)F)Cl